ClC1=C(C(=O)NCCOC)C=CC(=C1)NC=1C=2N(C=CN1)C(=CN2)C=2C(=NN(C2)CC#N)C(F)(F)F 2-chloro-4-[[3-[1-(cyanomethyl)-3-(trifluoromethyl)pyrazol-4-yl]imidazo[1,2-a]pyrazin-8-yl]amino]-N-(2-methoxyethyl)benzamide